tert-butyl (S)-(2-(4-aminophenyl)-2-hydroxyethyl)carbamate NC1=CC=C(C=C1)[C@@H](CNC(OC(C)(C)C)=O)O